(3aR,4S,9bS)-8-Hydroxy-4-(4-hydroxy-phenyl)-1,3a,4,9b-tetrahydro-3H-cyclopenta[c]chromen-2-one OC1=CC=2[C@@H]3[C@H]([C@H](OC2C=C1)C1=CC=C(C=C1)O)CC(C3)=O